5-(4-(4-(2-(2-Aminopyridin-3-yl)-5-(2-fluorophenyl)-3H-imidazo[4,5-b]pyridin-3-yl)benzyl)piperazine-1-carbonyl)-2-hydroxybenzaldehyde NC1=NC=CC=C1C1=NC=2C(=NC(=CC2)C2=C(C=CC=C2)F)N1C1=CC=C(CN2CCN(CC2)C(=O)C=2C=CC(=C(C=O)C2)O)C=C1